1-decyl-1-ethylpiperidinium acetate C(C)(=O)[O-].C(CCCCCCCCC)[N+]1(CCCCC1)CC